C(N)(OCCNC(CCOCCOCCNC(CC(N1C(C=CC1=O)=O)CCCC)=O)=O)=O butyl(16-(2,5-dioxo-2,5-dihydro-1H-pyrrol-1-yl)-4,14-dioxo-7,10-dioxa-3,13-diazahexadecyl) carbamate